FC(C=1C=CC=2N(N1)C(=CN2)C2=CC(=NC=N2)N2C(C(N(CC2)C)CNS(=O)(=O)C)C)F N-((4-(6-(6-(difluoromethyl)imidazo[1,2-b]pyridazin-3-yl)pyrimidin-4-yl)-1,3-dimethylpiperazin-2-yl)methyl)methanesulfonamide